N1(CCCCC1)C(=O)ONC1=C(C=C(C=C1)C(F)(F)F)N ((2-amino-4-(trifluoromethyl) phenyl) amino) piperidine-1-carboxylate